2-((1-cyclopropyl-4-oxo-4,5-dihydro-1H-pyrazolo[3,4-d]pyrimidin-6-yl)thio)acetic acid C1(CC1)N1N=CC2=C1N=C(NC2=O)SCC(=O)O